N-iodotaurine INCCS(=O)(=O)O